2-(3-triethoxyethylsilyl-propyl)-1,3-diethylimidazolidine C(C)OC(C[SiH2]CCCC1N(CCN1CC)CC)(OCC)OCC